4-(5-(trifluoromethyl)pyrimidin-2-yl)piperazine-1-carboxylic acid tert-butyl ester C(C)(C)(C)OC(=O)N1CCN(CC1)C1=NC=C(C=N1)C(F)(F)F